tert-Butyl N-[2-bromo-6-(cyclopropylmethoxy)-5-methyl-3-pyridyl]carbamate BrC1=NC(=C(C=C1NC(OC(C)(C)C)=O)C)OCC1CC1